FC1=CC=C(C=C1)NC(=O)NC=1C=C2N=C(C=NC2=CC1)C=1C=NN(C1)C 1-(4-fluorophenyl)-3-(3-(1-methyl-1H-pyrazol-4-yl)quinoxalin-6-yl)urea